(±)-tert-Butyl (1S,4R)-2-(2-Ethoxy-2-oxoethylidene)-7-azabicyclo[2.2.1]heptane-7-carboxylate C(C)OC(C=C1[C@@H]2CC[C@H](C1)N2C(=O)OC(C)(C)C)=O |r|